C1(CCC1)NC(C[C@H](CCN1CCCCC1)N(C(=O)C1=NN(C(=C1)C1=C(C=CC=C1)OC(F)(F)F)C1CCCC1)CC)=O (3S)-N-cyclobutyl-3-(1-{1-cyclopentyl-5-[2-(trifluoromethoxy)phenyl]-1H-pyrazol-3-yl}-N-ethylformamido)-5-(piperidin-1-yl)pentanamide